2-((1Z,4Z,7Z,10Z)-hexadeca-1,4,7,10-tetraen-1-yl)cyclopropane-1-carboxylic acid C(=C/C\C=C/C\C=C/C\C=C/CCCCC)/C1C(C1)C(=O)O